N1(CCC1)C1=NC(=NC(=N1)N1N=CC=C1)NCC1=CC(=CC(=C1)F)F 4-(azetidin-1-yl)-N-(3,5-difluorobenzyl)-6-(1H-pyrazol-1-yl)-1,3,5-triazin-2-amine